O=C1CN(CCC1C(=O)OCC)C(=O)OC(C)(C)C 1-(1,1-dimethylethyl) 4-ethyl 3-oxo-1,4-piperidinedicarboxylate